4-[2-(2-methoxyphenyl)-2,8-diazaspiro[4.5]decan-8-yl]-1-methyl-2-oxo-1,2-dihydro-quinoline-3-carbonitrile COC1=C(C=CC=C1)N1CC2(CC1)CCN(CC2)C2=C(C(N(C1=CC=CC=C21)C)=O)C#N